C1(CC1)COC=1C=C(C(=NC1)N)F 5-(cyclopropylmethoxy)-3-fluoro-pyridin-2-amine